C(C(C)C)OC1=CC=C(CN2CC3(CC3)CC(C2=O)N2CCN(CC2)C)C=C1 5-(4-isobutoxybenzyl)-7-(4-methylpiperazin-1-yl)-5-azaspiro[2.5]octan-6-one